{1-[4-(4-Cyclopropylmethoxymethyl-2-methyl-thiazol-5-yl)-2,6-difluoro-phenyl]-piperidin-4-yl}-acetic acid ethyl ester C(C)OC(CC1CCN(CC1)C1=C(C=C(C=C1F)C1=C(N=C(S1)C)COCC1CC1)F)=O